(S)-6-(1-(2-(3-methoxypyrrolidin-1-yl)ethyl)-1H-pyrazol-4-yl)-4-(1-(pentan-3-yl)-1H-pyrazol-4-yl)pyrazolo[1,5-a]pyrazine CO[C@@H]1CN(CC1)CCN1N=CC(=C1)C=1N=C(C=2N(C1)N=CC2)C=2C=NN(C2)C(CC)CC